(S)-2-(3-(2-(dimethylamino)ethyl)-4-methyl-6-oxopyridazin-1(6H)-yl)-4-methylpentanoic acid methyl ester COC([C@H](CC(C)C)N1N=C(C(=CC1=O)C)CCN(C)C)=O